2-((4-azido-3,3-difluoro-4-(4-fluorophenyl)pentyl)oxy)-4-bromo-1,3-difluorobenzene N(=[N+]=[N-])C(C(CCOC1=C(C=CC(=C1F)Br)F)(F)F)(C)C1=CC=C(C=C1)F